2-allyl 6-(tert-butyl) 7-methyl 2,6-diazaspiro[3.4]octane-2,6,7-tricarboxylate C1N(CC12CN(C(C2)C(=O)OC)C(=O)OC(C)(C)C)C(=O)OCC=C